1-(3,3-difluoroazetidin-1-yl)ethanone FC1(CN(C1)C(C)=O)F